C(C(C(C(F)(F)F)(F)F)(F)F)N heptafluorobutylamine